(1-hydroxyethyl)dimethylphosphine oxide OC(C)P(C)(C)=O